1-((3R,4S)-4-((5-(1-(2,2-difluoroethyl)-1H-benzo[d][1,2,3]triazol-6-yl)-6-fluoro-4-methoxypyrrolo[2,1-f][1,2,4]triazin-2-yl-7-d)amino)-3-fluoropiperidin-1-yl)ethan-1-one FC(CN1N=NC2=C1C=C(C=C2)C=2C(=C(N1N=C(N=C(C12)OC)N[C@@H]1[C@@H](CN(CC1)C(C)=O)F)[2H])F)F